COC1=CC=C(C=C1)CN(S(=O)(=O)C1=CC(=CC=C1)N1N=CC=C1)CC1=CC=C(C=C1)OC N,N-bis[(4-methoxyphenyl)methyl]-3-pyrazol-1-yl-benzenesulfonamide